S1C2=C(C(=C1)C(=O)N1CCC(CC1)OC1=CC=CC=C1)C=CC=C2 Benzo[b]thiophen-3-yl-(4-phenoxypiperidin-1-yl)methanone